DINICOTINATE C1=C(C=NC=C1C(=O)[O-])C(=O)[O-]